C(C1=CC=CC=C1)OCCCCCC=O 6-(benzyloxy)hexanal